3-(4-(Benzyloxy)-3-fluorophenyl)-1H-pyrazole-4-carbaldehyde C(C1=CC=CC=C1)OC1=C(C=C(C=C1)C1=NNC=C1C=O)F